2-(2,6-dioxopiperidin-3-yl)-5-(1-(4-fluorobenzyl)-4-methylpiperidin-4-yl)isoindoline-1,3-dione O=C1NC(CCC1N1C(C2=CC=C(C=C2C1=O)C1(CCN(CC1)CC1=CC=C(C=C1)F)C)=O)=O